4-(3-hydroxypropyl)-3-oxo-3,4-dihydroquinoxalin-2-yl isopropyl carbonate C(OC1=NC2=CC=CC=C2N(C1=O)CCCO)(OC(C)C)=O